1,3-dihydrospiro[indene-2,3'-pyrrolidine]-4-carboxamide N1CC2(CC1)CC=1C=CC=C(C1C2)C(=O)N